4-[[3-[4-(difluoromethoxy)phenyl]imidazo[1,2-a]pyrazin-8-yl]amino]-N-[2-[2-(methane-sulfonamido)ethoxy]ethyl]-2-methylbenzamide FC(OC1=CC=C(C=C1)C1=CN=C2N1C=CN=C2NC2=CC(=C(C(=O)NCCOCCNS(=O)(=O)C)C=C2)C)F